FC1=CC=C(C=C1)N1C(SC=C1C=1C=C(C(=O)NCCCCC=2SC=CC2)C=CC1)=O 3-(3-(4-fluorophenyl)-4-thiazolinonyl)-N-(4-(thiophen-2-yl)butyl)benzamide